C(#N)C1CN(C1)S(=O)(=O)N1C[C@H](CCC1)C(=O)N1[C@H](CCC1)C(=O)N[C@H](C)C1=CC(=CC(=C1)F)F 1-(((3S)-1-((3-cyano-1-azetidinyl)sulfonyl)-3-piperidinyl)carbonyl)-N-((1R)-1-(3,5-difluorophenyl)ethyl)-D-prolinamide